methylene-bis(3-pentadecyl-6-tert-butylphenol) C(C1=C(C(=CC=C1CCCCCCCCCCCCCCC)C(C)(C)C)O)C1=C(C(=CC=C1CCCCCCCCCCCCCCC)C(C)(C)C)O